1-(3-Amino-2-isopropylpyridin-4-yl)ethan-1-ol NC=1C(=NC=CC1C(C)O)C(C)C